N-(2-Chloropyrimidin-4-yl)-3-(4-(trifluoromethoxy)phenyl)isoxazol-5-amine ClC1=NC=CC(=N1)NC1=CC(=NO1)C1=CC=C(C=C1)OC(F)(F)F